5-(4-difluoromethoxy-phenoxy)-4-methoxy-pyridine-2-carboxylic acid FC(OC1=CC=C(OC=2C(=CC(=NC2)C(=O)O)OC)C=C1)F